C[Si](C1=CC(=CC=C1)[Si](O)(C)C)(O)C 1,3-bis(dimethylhydroxysilyl)benzene